(S)-N-(tert-butyl(methyl)(oxo)-λ6-sulfaneylidene)pivalamide C(C)(C)(C)[S@@](=NC(C(C)(C)C)=O)(=O)C